FC=1C=C(C=C2CC(CC12)C=O)NC(CN(C1COC1)C)=O N-(7-Fluoro-2-formyl-indan-5-yl)-2-[methyl(oxetan-3-yl)amino]acetamide